FC(C1=CC(=NC=C1C1=NC(=CC(=N1)N1CCOCC1)N1CCOCC1)N)F 4-(difluoromethyl)-5-(4,6-dimorpholino-pyrimidin-2-yl)pyridin-2-amine